7-Methoxychromane-3-carboxylic acid COC1=CC=C2CC(COC2=C1)C(=O)O